FC1=C(C(=CC=C1)F)C1=N[C@H](C2=NC(=CN2C=2SC=3CCCOCC3C12)C(=O)NCC1(CC1)O)C (7S)-9-(2,6-difluorophenyl)-N-[(1-hydroxycyclopropyl)methyl]-7-methyl-13-oxa-18-thia-2,5,8-triazatetracyclo[8.8.0.02,6.011,17]octadeca-1(10),3,5,8,11(17)-pentaene-4-carboxamide